CC(C)C[C@@H](C(=O)N[C@@H](CCC(=O)N)C(=O)O)NC(=O)[C@H](CC(C)C)NC(=O)[C@H](CC(=O)O)N The molecule is a tetrapeptide. It has a role as a metabolite. It derives from a L-aspartic acid, a L-leucine and a L-glutamine.